[P].FC(CN1N=CC=C1CO)F (1-(2,2-difluoroethyl)-1H-pyrazol-5-yl)methanol phosphorus